Propyl 2-((((4aR,6R,7aS)-6-(5-(methyl-d3)-2,4-dioxo-3,4-dihydropyrimidin-1(2H)-yl)-2-oxidotetrahydro-4H-furo[3,2-d][1,3,2]dioxaphosphinin-2-yl)oxy)methyl)benzoate C(C=1C(NC(N(C1)[C@H]1C[C@@H]2OP(OC[C@H]2O1)(=O)OCC1=C(C(=O)OCCC)C=CC=C1)=O)=O)([2H])([2H])[2H]